7'-[2-(3,5-difluorophenyl)pyrimidin-5-yl]-6',7'-dihydrospiro[cyclopentane-1,5'-pyrrolo[2,3-d]pyrimidine]-6'-one FC=1C=C(C=C(C1)F)C1=NC=C(C=N1)N1C(C2(C3=C1N=CN=C3)CCCC2)=O